tert-butyl (5-bromo-2-(3-(dimethylamino)propoxy)pyridin-3-yl)carbamate BrC=1C=C(C(=NC1)OCCCN(C)C)NC(OC(C)(C)C)=O